rel-N-(1-cyanocyclopropyl)-1-(5-(difluoromethyl)-1,3,4-thiadiazol-2-yl)-4-((3R,5R)-3-(methoxymethyl)-5-methylpiperazin-1-yl)-1H-benzo[d]imidazole-6-sulfonamide C(#N)C1(CC1)NS(=O)(=O)C=1C=C(C2=C(N(C=N2)C=2SC(=NN2)C(F)F)C1)N1C[C@@H](N[C@@H](C1)C)COC |o1:28,30|